4-Hydroxy-N-(3-(3-phenylpropyl)cyclobutyl)cyclohexane-1-carboxamide Bis(neopentyl Glycolate) diboron [B+3].[B+3].C(C(C)(C)C)C(C(=O)[O-])O.C(C(C)(C)C)C(C(=O)[O-])O.OC1CCC(CC1)C(=O)NC1CC(C1)CCCC1=CC=CC=C1